(tert-butoxycarbonyl)-D-lysine C(C)(C)(C)OC(=O)N[C@H](CCCCN)C(=O)O